C(C)(C)(C)OC(=O)C1=CN(C2=NC=CC=C2C1=O)C 1-methyl-4-oxo-1,8-naphthyridine-3-carboxylic acid tert-butyl ester